C(#N)C=1C=C(C=CC1F)NC(C1=CC(=C(C=C1)F)C(C(=O)N1[C@H]2CC(C[C@@H]1CC2)O)(F)F)=O N-(3-cyano-4-fluorophenyl)-3-(1,1-difluoro-2-((1R,3r,5S)-3-hydroxy-8-azabicyclo[3.2.1]octan-8-yl)-2-oxoethyl)-4-fluorobenzamide